CN1CC(C1)(C)[C@@](C=1C=C(C=NC1)C(=O)N1CCCC1)(C1=CC=C(C=C1)C(C)C)O {5-[(R)-(1,3-Dimethyl-azetidin-3-yl)-hydroxy-(4-isopropyl-phenyl)-methyl]-pyridin-3-yl}-pyrrolidin-1-yl-methanone